1-(2,5-dioxo-2,5-dihydro-1H-pyrrol-1-yl)-2-oxo-6,9,12,15,18,21,24,27-octaoxa-3-azatriacontane O=C1N(C(C=C1)=O)CC(NCCOCCOCCOCCOCCOCCOCCOCCOCCC)=O